(S)-azetidin-2-ylmethanol hydrochloride Cl.N1[C@@H](CC1)CO